rel-tert-butyl (1R,6S)-5-[2-fluoro-6-(methylcarbamoyl)pyridin-3-yl]-2,5-diazabicyclo[4.1.0]heptane-2-carboxylate FC1=NC(=CC=C1N1CCN([C@@H]2C[C@H]12)C(=O)OC(C)(C)C)C(NC)=O |o1:11,13|